N[C@H]1CN(CCC1)C(=O)C1=CC2=C(N(C(=N2)C2=CC=3C(=NC=CC3NC(C)=O)N2CC2CC2)C)C=C1 N-(2-{5-[(3R)-3-Aminopiperidine-1-carbonyl]-1-methyl-1H-1,3-benzodiazol-2-yl}-1-(cyclopropylmethyl)-1H-pyrrolo[2,3-b]pyridin-4-yl)acetamide